4-(6-(4-(1H-indazol-3-yl)piperidin-1-yl)thiazolo[5,4-c]pyridin-2-yl)morpholine N1N=C(C2=CC=CC=C12)C1CCN(CC1)C1=CC2=C(C=N1)SC(=N2)N2CCOCC2